(S)-2-amino-3-(4-bromo-2-fluorophenyl)propanenitrile hydrogen chloride Cl.N[C@H](C#N)CC1=C(C=C(C=C1)Br)F